(1aR,7bS)-2-hydroxy-5-[(1-{[(2R)-4-methylmorpholin-2-yl]acetyl}azetidin-3-yl)oxy]-1,1a,2,7b-tetrahydrocyclopropa[c][1,2]benzoxaborinine-4-carboxylic acid OB1OC2=C([C@@H]3[C@H]1C3)C=CC(=C2C(=O)O)OC2CN(C2)C(C[C@@H]2CN(CCO2)C)=O